bis(2-amino-2-methylethyl)diethylene glycol NC(CC(COCCO)(CC(N)C)O)C